N[C@H](C(=O)O)CC1=CC(=C(C(=C1)Cl)OCC1=CC=CC2=CC=C(C=C12)C1=CC=CC=C1)Cl (S)-2-amino-3-(3,5-dichloro-4-((7-phenylnaphthalen-1-yl)methoxy)phenyl)propanoic acid